N-(oxan-4-yl)-5-({2-[(oxan-4-yl)carbamoyl]-1,3-dioxo-2,3-dihydro-1H-inden-5-yl}sulfonyl)-1,3-dioxo-2,3-dihydro-1H-indene-2-carboxamide O1CCC(CC1)NC(=O)C1C(C2=CC=C(C=C2C1=O)S(=O)(=O)C=1C=C2C(C(C(C2=CC1)=O)C(NC1CCOCC1)=O)=O)=O